ClC1=CC(=C(C=C1OCC(C1=CC=CC=C1)=O)N1C(C(CC1=O)C)=O)F 1-(4-chloro-2-fluoro-5-(2-oxo-2-phenylethoxy)phenyl)-3-methylpyrrolidine-2,5-dione